trans-tert-butyl ((4-((4-(4-((2,6-dioxopiperidin-3-yl)amino)-2-fluorophenyl)piperazin-1-yl)methyl)cyclohexyl)methyl)carbamate O=C1NC(CCC1NC1=CC(=C(C=C1)N1CCN(CC1)C[C@@H]1CC[C@H](CC1)CNC(OC(C)(C)C)=O)F)=O